Fluoro-6-[(4-methoxybenzyl)amino]-9-(tetrahydro-2H-pyran-2-yl)-9H-purine FC1=NC(=C2N=CN(C2=N1)C1OCCCC1)NCC1=CC=C(C=C1)OC